BrC1=C(C=NC2=CC=C(C=C12)Cl)I 4-bromo-6-chloro-3-iodo-quinoline